5-bromo-α,α,3-trifluoro-2-pyridinepropionic acid BrC=1C=C(C(=NC1)CC(C(=O)O)(F)F)F